(S)-1-(5-((PYRIDIN-3-YL)THIO)PYRAZIN-2-YL)-4'H,6'H-SPIRO[PIPERIDINE-4,5'-PYRROLO[1,2-B]PYRAZOL]-4'-AMIN N1=CC(=CC=C1)SC=1N=CC(=NC1)N1CCC2([C@@H](C=3N(N=CC3)C2)N)CC1